[N+](=O)([O-])C1=CC=C(C=C1)NC(=O)NCC1=CC=CC=C1 1-(4-nitrophenyl)-3-benzyl-urea